O[C@@]1(C(N(CC1)C)=O)C#CC1=CC(=CC=C1)C=1C=CC=2N=CN=C(C2N1)NC (R)-3-Hydroxy-1-methyl-3-((3-(4-(methylamino)pyrido[3,2-d]pyrimidin-6-yl)phenyl)ethynyl)pyrrolidin-2-one